lithium 4-trifluoromethylphenoxide FC(C1=CC=C([O-])C=C1)(F)F.[Li+]